2-azidoadenine N(=[N+]=[N-])C1=NC(=C2NC=NC2=N1)N